N-tosyl-L-phenylalanine CC1=CC=C(C=C1)S(=O)(=O)NC(CC2=CC=CC=C2)C(=O)O